[Sb].[Ca] calcium-antimony